C(C)OC(=O)N1CCN(CCC1)C1CCC2(C(NC3=CC=C(C=C23)C)=O)CC1 4-(5'-methyl-2'-oxo-1',2'-dihydrospiro[cyclohexane-1,3'-indol]-4-yl)-1,4-diazepan-1-carboxylic acid ethyl ester